(1s,3r,5R,7S)-3-((4-(6-Bromoimidazo[1,2-a]pyridin-3-yl)-5-methylpyrimidin-2-yl)amino)adamantan-1-ol BrC=1C=CC=2N(C1)C(=CN2)C2=NC(=NC=C2C)NC21CC3(C[C@@H](C[C@H](C2)C3)C1)O